C(CCCCCCCCC)N(C(CCCCCCCN(C1CCC(CC1)O)CCCCCCCC(=O)N(CCCCCCCC)CCCCCCCCCCCC)=O)CCCCCCCCCC N,N-DIDECYL-8-((8-(DODECYL(OCTYL)AMINO)-8-OXOOCTYL)((1S,4S)-4-HYDROXYCYCLOHEXYL)AMINO)OCTANAMIDE